(S)-5-(4-hydroxyisoxazolidine-2-carbonyl)-1-isobutyl-3-methyl-6-(2-(trifluoromethyl)benzyl)-1,6-dihydro-2H-pyrrolo[3,4-d]Pyrimidine O[C@H]1CN(OC1)C(=O)C=1N(C=C2N(CN(CC21)C)CC(C)C)CC2=C(C=CC=C2)C(F)(F)F